O1[C@@H](CC1)CN1C=NC2=NC=C(C=C21)C(=O)O 1-(((S)-oxetan-2-yl)methyl)-1H-imidazo[4,5-b]pyridine-6-carboxylic acid